tert-butyl (2'R,3'S)-2'-hydroxy-3'-((R)-5H-imidazo[5,1-a]isoindol-5-yl)-3-azaspiro[bicyclo[3.2.1]octane-8,1'-cyclobutane]-3-carboxylate O[C@H]1C2(C[C@H]1[C@H]1N3C(C4=CC=CC=C14)=CN=C3)C3CN(CC2CC3)C(=O)OC(C)(C)C